CC1=C(C=2N(N=C1N1CC=3C=C(C=NC3CC1)C=1C=C(C=NC1)C#N)C=NN2)C 5-[6-(7,8-dimethyl-[1,2,4]triazolo[4,3-b]pyridazin-6-yl)-7,8-dihydro-5H-1,6-naphthyridin-3-yl]pyridine-3-carbonitrile